C(#N)COC=1C(=C(C=CC1)N1CCC2(C=3C=CC(=NC3C(N(C2)[C@@H]2CN(CC2)C(=O)OC(C)(C)C)=O)C=2C(=NC=CC2)OCC)CC1)C(F)(F)F tert-butyl (S)-3-(1-(3-(cyanomethoxy)-2-(trifluoromethyl)phenyl)-2'-(2-ethoxypyridin-3-yl)-8'-oxo-6'H-spiro[piperidine-4,5'-[1,7]naphthyridin]-7'(8'H)-yl)pyrrolidine-1-carboxylate